2-cyclohexyl-5-(2,6-diisopropylphenyl)imidazo[1,5-a]pyridin-2-ium chloride [Cl-].C1(CCCCC1)[N+]1=CN2C(C=CC=C2C2=C(C=CC=C2C(C)C)C(C)C)=C1